C(C)OC(=O)C1CC=2C=3C(=N[C@H](C4=NN=C(N4C3SC2C1)C)C)C1=C(C=CC=C1F)F (7S)-9-(2,6-difluorophenyl)-3,7-dimethyl-16-thia-2,4,5,8-tetraazatetracyclo[8.6.0.02,6.011,15]Hexadeca-1(10),3,5,8,11(15)-pentaene-13-carboxylic acid ethyl ester